CC1=C(C=2N(N=C1N1CC=3C=C(C=NC3CC1)N1[C@@H](COCC1)C)C(=NN2)C(F)(F)F)C (R)-4-(6-(7,8-dimethyl-3-(trifluoromethyl)-[1,2,4]triazolo[4,3-b]pyridazin-6-yl)-5,6,7,8-tetrahydro-1,6-naphthyridin-3-yl)-3-methylmorpholine